2-oxo-6-(1H-pyrazol-3-yl)-1,2-dihydropyridin O=C1NC(=CC=C1)C1=NNC=C1